1-benzyl-4,4'-bipyridinium chloride salt [Cl-].C(C1=CC=CC=C1)[N+]1=CC=C(C=C1)C1=CC=[NH+]C=C1.[Cl-]